C(O)C(C(=O)O)(CC)CO 2,2-dimethylol-butanoic acid